1,3-dimethoxy-1,3-diiodopropane COC(CC(I)OC)I